ClC1=CC=C(C=C1)C=1OC2=C(N1)C(=CC(=C2)C=2C1=CC=CC=C1C=1C=CC=CC1C2)C2=CC=C(C=C2)C2=CC=C(C=C2)C#N 2-(4-chloro-phenyl)-4-(4'-cyano-biphenyl-4-yl)-6-(phenanthr-9-yl)-benzoxazole